[N+](=O)([O-])C(C(=O)OC(C)CC)C(=O)OC(C)CC di-sec-butyl nitromalonate